FC=1C=C(CNC(CCC2=NC=3C(=NC=CC3)N2CC2=CC=C(C=C2)OC(F)(F)F)=O)C=CC1OC N-(3-Fluoro-4-methoxy-benzyl)-3-[3-(4-trifluoromethoxy-benzyl)-3H-imidazo[4,5-b]pyridin-2-yl]-propionamide